phthalide compound with cyclopropylamine C1(CC1)N.C1(=O)OCC2=CC=CC=C12